1,3-dimethylpropane CCCCC